COC=1C=CC(=C(N)C1)CCOC 5-methoxy-2-(2-methoxyethyl)aniline